CC1=NC(=C(N=C1NC=1C(=NN(C1)C(=O)OC(C)(C)C)C)C1CC1)C=1C2=C(C=NC1)N(C=N2)C methyl-3-[(1-tert-butoxycarbonyl-3-methyl-pyrazol-4-yl)amino]-5-cyclopropyl-6-(3-methylimidazo[4,5-c]pyridin-7-yl)pyrazine